methyl 4-(3-(2-(difluoromethoxy)-6-methoxypyridin-3-yl)-1-(2-isopropylphenyl)ureido)piperidine-1-carboxylate FC(OC1=NC(=CC=C1NC(N(C1=C(C=CC=C1)C(C)C)C1CCN(CC1)C(=O)OC)=O)OC)F